FC1=C(CNC(CCC)=O)C=CC(=C1F)C1=NOC(=N1)C(F)(F)F N-{2,3-difluoro-4-[5-(trifluoromethyl)-1,2,4-oxadiazol-3-yl]benzyl}-butanamide